7-[4-(4-methyl-1H-pyrazol-1-yl)piperidin-1-yl]-3-oxa-9-azabicyclo[3.3.1]nonane-9-carboxylic acid ethyl ester C(C)OC(=O)N1C2COCC1CC(C2)N2CCC(CC2)N2N=CC(=C2)C